methyl 8-fluoro-2-((1-methylcyclopropyl) methyl)-1,2,3,4-tetrahydroisoquinoline-6-carboxylate FC=1C=C(C=C2CCN(CC12)CC1(CC1)C)C(=O)OC